1,2-dicetyl-sn-glycerol C(CCCCCCCCCCCCCCC)OC[C@@H](OCCCCCCCCCCCCCCCC)CO